C(#N)C1(CCN(CC1)C(=O)OC(C)(C)C)CC1=CC=C(C=C1)S(=O)(=O)C tert-butyl 4-cyano-4-(4-(methylsulfonyl)benzyl)piperidine-1-carboxylate